ClC1=C(C2=C(C3=C(N=C(N(C3=O)CC3=CN=C(O3)C3CC3)C3=C(C=C(C=C3)OC)C3CC3)S2)C=C1)O 7-chloro-2-(2-cyclopropyl-4-methoxyphenyl)-3-((2-cyclopropyloxazol-5-yl)methyl)-8-hydroxybenzo[4,5]thieno[2,3-d]pyrimidin-4(3H)-one